1-(4-(4-(6-phenylimidazo[1,5-a]pyrazin-3-yl)benzoyl)piperazin-1-yl)ethan-1-one C1(=CC=CC=C1)C=1N=CC=2N(C1)C(=NC2)C2=CC=C(C(=O)N1CCN(CC1)C(C)=O)C=C2